C(C=C)(=O)N1[C@@H](C[C@H](CC1)N1N=NC=2C(=NC=3C(=C(C(=CC3C21)Cl)C2=C(C(=CC=C2)C)C)F)N2CC(C2)N(C)C)CC#N ((2S,4S)-1-acryloyl-4-(8-chloro-4-(3-(dimethylamino)azetidin-1-yl)-7-(2,3-dimethylphenyl)-6-fluoro-1H-[1,2,3]triazolo[4,5-c]quinolin-1-yl)piperidin-2-yl)acetonitrile